OCCC(C(=O)O)=C.OCCOC(C(=C)C)=O.C1(CCC1)C#CC1=NN(C2=NC=CC=C21)C2CN(C2)C(C=C)=O 1-(3-(3-(cyclobutylethynyl)-1H-pyrazolo[3,4-b]pyridin-1-yl)azetidin-1-yl)prop-2-en-1-one 2-hydroxyethyl-methacrylate (2-hydroxyethyl-acrylate)